3-[(4-CHLOROANILINO)SULFONYL]THIOPHENE ClC1=CC=C(NS(=O)(=O)C2=CSC=C2)C=C1